2,7-dibromo-9,9-bis(4-nitrophenyl)-9H-fluorene BrC1=CC=2C(C3=CC(=CC=C3C2C=C1)Br)(C1=CC=C(C=C1)[N+](=O)[O-])C1=CC=C(C=C1)[N+](=O)[O-]